[N+](=O)([O-])C=1C=C2C(OC(C2=CC1)=O)=O 5-nitroisobenzofuran-1,3-dione